N(=[N+]=[N-])CCOCCOCCOCCOCCOC=1C=C(C2=CC=CC=C2C1)C1=CC=C(C=C1)[C@H](CC(=O)O)NC(CNC(CCCNC1=NC=CC(=C1)C)=O)=O (S)-3-(4-(3-((14-azido-3,6,9,12-tetraoxatetradecyl)oxy)naphthalen-1-yl)phenyl)-3-(2-(4-((4-methylpyridin-2-yl)amino)butanamido)acetamido)propanoic acid